O=C1NC(CCC1N1C(C2=CC=CC(=C2C1=O)CCCCCCNC(OC(C)(C)C)=O)=O)=O tert-Butyl (6-(2-(2,6-dioxopiperidin-3-yl)-1,3-dioxoisoindolin-4-yl)hexyl)carbamate